3-cyclopropyl-5-((2-fluoro-4-iodophenyl)amino)-1-(3-hydroxyphenyl)-6,8-dimethylpyrido[4,3-d]pyrimidine-2,4,7(1H,3H,6H)-trione C1(CC1)N1C(N(C=2C(C1=O)=C(N(C(C2C)=O)C)NC2=C(C=C(C=C2)I)F)C2=CC(=CC=C2)O)=O